ClC1=CC(=C(C=C1)CC)F 1-(4-chloro-2-fluorophenyl)ethane